S-(2-hydroxyethyl) 3-methoxypropanethioate COCCC(SCCO)=O